(S)-Ethyl-1-(4-(2-(pyridin-2-ylamino)thiazol-4-yl)benzoyl)pyrrolidin-2-carboxylat C(C)OC(=O)[C@H]1N(CCC1)C(C1=CC=C(C=C1)C=1N=C(SC1)NC1=NC=CC=C1)=O